ClC=1C=C(C=CC1C)N1CC(CC1=O)C(=O)NC=1C=C(NN1)C1CC1 1-(3-chloro-4-methylphenyl)-N-(3-cyclopropyl-2H-pyrazol-5-yl)-5-oxopyrrolidine-3-carboxamide